C1(CC1)S(=O)(=O)C1(CC1)CN1C(C2=C(CC1)C(=NN2C)C(=O)OCC2=CC=C(C=C2)C#N)=O 4-cyanobenzyl 6-((1-(cyclopropylsulfonyl) cyclopropyl) methyl)-1-methyl-7-oxo-4,5,6,7-tetrahydro-1H-pyrazolo[3,4-c]pyridine-3-carboxylate